CN(C(C(=O)N[C@@H]1[C@@H](N(CCC1)C(=O)OCC1=CC=CC=C1)COC1CCN(CC1)C1=NC=CC=N1)=O)C benzyl cis-3-[2-(dimethylamino) (oxo)acetamido]-2-({[1-(pyrimidin-2-yl)piperidin-4-yl]oxy}methyl)piperidine-1-carboxylate